tert-butyl 4-amino-2-(diethoxyphosphoryl)-4-oxobutyrate NC(CC(C(=O)OC(C)(C)C)P(=O)(OCC)OCC)=O